ClC=1C=C(C=CC1)C1(CC1)NC1=NC=C(C=N1)C1=NOC(=N1)C(F)(F)F N-[1-(3-chlorophenyl)cyclopropyl]-5-[5-(trifluoromethyl)-1,2,4-oxadiazol-3-yl]pyrimidin-2-amine